C(=O)(OC(C)(C)C)N[C@@H](C(C)(C)C)C(=O)O Boc-L-Tert-leucine